COC(=O)[C@]1(NC[C@H](C1)F)CC(CBr)O (2S,4S)-2-(3-bromo-2-hydroxypropyl)-4-fluoropyrrolidine-2-carboxylic acid methyl ester